tert-butyl N-{[5-(2-fluorophenyl)-1-{[5-(hydroxymethyl) pyridin-3-yl] sulfonyl}-1H-pyrrol-3-yl] methyl}-N-methylcarbamate FC1=C(C=CC=C1)C1=CC(=CN1S(=O)(=O)C=1C=NC=C(C1)CO)CN(C(OC(C)(C)C)=O)C